O=C(CCCCCCNC(OC(C)(C)C)=O)NC1=CC=NC=C1 Tert-butyl (7-oxo-7-(pyridin-4-ylamino) heptyl)carbamate